C(=C)C1=CC=C(OC2OCCCC2)C=C1 2-(4-Vinylphenoxy)tetrahydro-2H-pyran